1-methyl-3-(5-(1-methyl-4-(methyl-d3)-1H-1,2,3-triazol-5-yl)-3-nitropyridin-2-yl)-1H-pyrazole-5-carboxylic acid methyl ester COC(=O)C1=CC(=NN1C)C1=NC=C(C=C1[N+](=O)[O-])C1=C(N=NN1C)C([2H])([2H])[2H]